FC(C1=C(OC=2N=CC3=C(N2)CN(C3)C(=O)OC(C)(C)C)C=CC=C1)(F)F Tert-Butyl 2-[2-(trifluoromethyl)phenoxy]-5H,6H,7H-pyrrolo[3,4-d]pyrimidine-6-carboxylate